C(C)(=O)C=1C(=NC2=C(C(=C(C=C2C1NC1[C@H]2CN([C@@H]1C2)C(=O)OC(C)(C)C)CCC#N)Br)F)SC tert-butyl (1R,4R)-5-((3-acetyl-7-bromo-6-(2-cyanoethyl)-8-fluoro-2-(methylthio) quinolin-4-yl)amino)-2-azabicyclo[2.1.1]hexane-2-carboxylate